CN(C)CC(COC(CCCCCCC\C=C/CCCCCCCC)=O)OC(CCCCCCC\C=C/CCCCCCCC)=O N,N-dimethyl-(2,3-dioleoyloxypropyl)amine